C(CCCCC)C(CC(C(=O)O)=CCCCCC(CCCCCCCCCC)NCCCCCCCC(=O)OCC(CCCCCCCC)CCCCCC)CCCCCCCC 2-hexyldecyl-8-({8-[(2-hexyldecyl)oxy]-8-oxooctyl}amino)-octadecenoic acid